tert-butyl (S)-3-(5-oxo-4,5-dihydropyrrolo[2,3,4-de]quinolin-8-yl)-3,4-dihydroisoquinoline-2(1H)-carboxylate O=C1NC2=CC=NC=3C(=CC=C1C23)[C@H]2N(CC3=CC=CC=C3C2)C(=O)OC(C)(C)C